N-(2-naphthyl)-L-phenylalanine tert-butyl ester C(C)(C)(C)OC([C@@H](NC1=CC2=CC=CC=C2C=C1)CC1=CC=CC=C1)=O